ethyl 3-((1S,3R)-3-((isopropylcarbamoyl)oxy)cyclopentyl)-5-((1-methyl-2,2-dioxido-1,3-dihydrobenzo[c]isothiazol-5-yl)amino)-1H-pyrazole-1-carboxylate C(C)(C)NC(=O)O[C@H]1C[C@H](CC1)C1=NN(C(=C1)NC1=CC2=C(N(S(C2)(=O)=O)C)C=C1)C(=O)OCC